BrC1=C(C=C2C(=NC(=NC2=C1F)Cl)N1CC2CC(C(C1)N2C(=O)[O-])O)Cl 3-(7-bromo-2,6-dichloro-8-fluoroquinazolin-4-yl)-6-hydroxy-3,8-diazabicyclo[3.2.1]octane-8-carboxylate